tert-butyl N-methyl-N-[7-(4-methyl-6-propylpyridin-3-yl)-2,6-naphthyridin-3-yl]carbamate CN(C(OC(C)(C)C)=O)C=1N=CC2=CC(=NC=C2C1)C=1C=NC(=CC1C)CCC